N-[4-[2-oxo-6-[2-(trifluoromethyl)phenyl]-1H-pyridin-4-yl]-2-pyridinyl]acetamide 1-((1R,6S)-2,2,6-trimethylcyclohexyl)-3-hexanyl-anisate CC1([C@@H]([C@H](CCC1)C)C1(C(=O)O)CC(=C(C=C1)OC)CCCCCC)C.O=C1NC(=CC(=C1)C1=CC(=NC=C1)NC(C)=O)C1=C(C=CC=C1)C(F)(F)F